N1N=NN=C1C1=C(C=CC=C1)C1=CC(=CC(=N1)N(CC(C)C)CC1=CC=CC=C1)NC=1C=NC(=NC1)Cl 6-(2-(1H-tetrazol-5-yl)phenyl)-N2-benzyl-N4-(2-chloropyrimidin-5-yl)-N2-isobutylpyridine-2,4-diamine